3-((4-bromo-2-methoxyphenyl)amino)propionic acid BrC1=CC(=C(C=C1)NCCC(=O)O)OC